C(C)C(COC(C1=CC=C(C=C1)N(C)C)=O)CCCC 2-ethylhexyl-p-dimethylaminobenzoate